1-isopropyl-9-(1-(2-methoxyethyl)piperidin-4-yl)-1,5,9,10-tetrahydro-1,2,4,5,8,9-hexaazabenzo[cd]cyclopenta[h]azulene C(C)(C)N1N=C2C3=C(C=CC=4C(=C13)CN(N4)C4CCN(CC4)CCOC)NN=C2